NC/C(/COC1=CC2=C(N=C(S2)NCCC)C=C1)=C/F (Z)-6-((2-(amino-methyl)-3-fluoro-allyl)oxy)-N-propylbenzo[d]-thiazol-2-amine